dihydroxyethylsulfonate OC(CS(=O)(=O)[O-])O